COC(C(C)(C=1C=C(C=CC1)C)NN)=O 2-hydrazino-2-(m-tolyl)propionic acid methyl ester